N-(2,4-dimethoxybenzyl)-2-(3-iodocyclobutyl)-8-methoxy-[1,2,4]triazolo[1,5-c]quinazolin-5-amine COC1=C(CNC2=NC=3C=C(C=CC3C=3N2N=C(N3)C3CC(C3)I)OC)C=CC(=C1)OC